C(C)(C)(C)OC(NCCCCCCCC(=O)NCCOC1=CC=C(C=C1)CCC1=NC2=C(N1CCN1CCOCC1)C=CC(=C2)C=2C(=NOC2C)C)=O Tert-butyl(8-((2-(4-(2-(5-(3,5-dimethylisoxazol-4-yl)-1-(2-morpholinoethyl)-1H-benzo[d]imidazol-2-yl)ethyl)phenoxy)ethyl)amino)-8-oxooctyl)carbamate